OCC1=CC=C(S1)C=1C=C2C(=NC1)N(C(N2)=O)C 6-[5-(Hydroxymethyl)-2-thienyl]-3-methyl-2-oxo-imidazo[4,5-b]pyridin